C(C1=CC=CC=C1)N(P(N)(N)=S)C N-benzyl-N-methylthiophosphoric acid triamide